P(=O)([O-])([O-])[O-].[Al+3].[Y+3].P(=O)([O-])([O-])[O-] yttrium aluminum phosphate